3-(6-Nitro-9H-pyrido[2,3]indol-9-yl)piperidine-2,6-dione [N+](=O)([O-])N1C=CC(C=2C1=CC=C1C=CNC21)C2C(NC(CC2)=O)=O